2-(diethylamino)ethylmethacrylamide C(C)N(CCC=C(C(=O)N)C)CC